ClC=1C=C(C=CC1OC)C(CC(=O)C1=CC=CC=C1)=O 1-(3-chloro-4-methoxyphenyl)-3-phenyl-1,3-propanedione